The molecule is a phosphatidylcholine 40:6 in which the acyl groups at positions 1 and 2 are octadecanoyl and (4Z,7Z,10Z,13Z,16Z,19Z)-docosahexaenoyl respectively. It has a role as a mouse metabolite. It derives from an octadecanoic acid and an all-cis-docosa-4,7,10,13,16,19-hexaenoic acid. CCCCCCCCCCCCCCCCCC(=O)OC[C@H](COP(=O)([O-])OCC[N+](C)(C)C)OC(=O)CC/C=C\\C/C=C\\C/C=C\\C/C=C\\C/C=C\\C/C=C\\CC